FC=1C=C(O[C@@H](C(=O)O)C)C=CC1F (R)-2-(3,4-difluorophenoxy)propionic acid